[Na+].C(CCCCCCC\C=C/C\C=C/CCCCC)(=O)[O-] linoleic acid sodium salt